[N+](=O)([O-])C1=C(OCC2OC2)C=CC(=C1)[N+](=O)[O-] 2-((2,4-dinitrophenoxy)methyl)oxirane